menthoxy-2-methyl-1,2-propanediol C1(CC(C(CC1)C(C)C)OC(C(C)(O)C)O)C